CC1=C(C=C(C=C1)C)C=1C(NC2(C1O)CCC(CC2)OC)=O 3-(2,5-dimethylphenyl)-8-methoxy-2-oxo-1-azaspiro[4.5]-dec-3-ene-4-ol